(2-(4-(3-hydroxypropyl)phenyl)-3-oxo-3-(thieno[2,3-c]pyridin-2-ylamino)propyl)carbamic acid tert-butyl ester C(C)(C)(C)OC(NCC(C(NC1=CC=2C(=CN=CC2)S1)=O)C1=CC=C(C=C1)CCCO)=O